pyridinium chloro Chromate [Cr](=O)(=O)(OCl)[O-].[NH+]1=CC=CC=C1